(S)-2-amino-N-(7-((2R,3R,4S,5R)-2-cyano-3,4-dihydroxy-5-(hydroxymethyl)tetrahydrofuran-2-yl)pyrrolo[2,1-f][1,2,4]triazin-4-yl)-3-methylbutanamide N[C@H](C(=O)NC1=NC=NN2C1=CC=C2[C@@]2(O[C@@H]([C@H]([C@H]2O)O)CO)C#N)C(C)C